(4-fluoropyrrolidin-2-yl)-1,3-dimethyl-1H-pyrazole FC1CC(NC1)C=1C(=NN(C1)C)C